C1(CC1)CN1N=CC(=C1)C1=CC=C2C=C(C(=C(C2=C1)F)N1CC(NS1(=O)=O)=O)O 5-{7-[1-(cyclopropylmethyl)-1H-pyrazol-4-yl]-1-fluoro-3-hydroxynaphthalen-2-yl}-1λ6,2,5-thiadiazolidine-1,1,3-trione